tert-butyl N-[3-(7-bromoindazol-1-yl)propyl]-N-methyl-carbamate BrC=1C=CC=C2C=NN(C12)CCCN(C(OC(C)(C)C)=O)C